C(#N)N=C(C)SCC ethyl N-cyanoethanimidothioate